8-Oxa-2-aza-spiro[4.5]decane-2-carboxylic acid {4-methoxy-7-[3-(1-methyl-1H-pyrazol-4-yloxy)-phenyl]-thiazolo[4,5-c]pyridin-2-yl}-amide COC1=NC=C(C2=C1N=C(S2)NC(=O)N2CC1(CC2)CCOCC1)C1=CC(=CC=C1)OC=1C=NN(C1)C